[Cu].[Ni].[Zn] zinc-nickel-copper